C(CC)(=O)OC1=C(C(=C(C(=C1)C(C)(C)C)O)C(C)(C)C)O 1-(2-hydroxy-3,5-di-tert-butyl-4-hydroxyphenyl) propionate